FC1=C(CNC(=O)C=2C(C(=C3N(CC4OC5COCC(N4C3=O)C5)C2)O)=O)C=CC(=C1)F N-(2,4-difluorobenzyl)-9-hydroxy-8,10-dioxo-2,3,5,6,8,10,14,14a-octahydro-2,6-methanopyrido[1',2':4,5]pyrazino[2,1-b][1,6,3]dioxazocine-11-carboxamide